NCC(O)C=1SC(=CN1)C1=C(C=C(C#N)C=C1)OC1=NC(=NC(=C1)C1=CC=CC=C1)C 4-[2-(2-amino-1-hydroxyethyl)-1,3-thiazol-5-yl]-3-(2-methyl-6-phenylpyrimidin-4-yl)oxybenzonitrile